O1C(C1)COC1=CC=C(C=C1)CO 4-(2-Oxiranylmethoxyl)-Benzenemethanol